N2,N6-bis[N2,N6-bis(3,4,5-trihydroxybenzoyl)-lysyl]-N-(2-aminoethyl)-lysylamide OC=1C=C(C(=O)N[C@@H](CCCCNC(C2=CC(=C(C(=C2)O)O)O)=O)C(=O)N([C@@H](CCCCNC([C@@H](NC(C2=CC(=C(C(=C2)O)O)O)=O)CCCCNC(C2=CC(=C(C(=C2)O)O)O)=O)=O)C(=O)[NH-])CCN)C=C(C1O)O